C(CCCC)(=O)OCCCC(OOC(C)(C)C)OOC(C)(C)C 4,4-di(tert-butyl-peroxy)butyl valerate